N=1C=2N(C=CC1N1CCN(CC1)CCCCCCNC(=O)C1C3=CC=CC=C3C=3C=CC=CC13)C1=C(N2)C=CC=C1 N-(6-(4-(benzo[4,5]imidazo[1,2-a]pyrimidin-2-yl)piperazin-1-yl)hexyl)-9H-fluorene-9-carboxamide